FC=1C=C(C=CC1)N(C(=O)C=1C=CC=2N(C1)C(=CN2)C=2C=CC(=NC2)NC(OC)=O)CC=2OC=CC2 methyl N-[5-[6-[(3-fluorophenyl)-(2-furylmethyl)carbamoyl]imidazo[1,2-a]pyridin-3-yl]-2-pyridyl]carbamate